CC1=CC=C(C=C1)C=CC=O 3-(4-methylphenyl)prop-2-enal